(2S)-3-tert-butoxy-2-[(trifluoromethanesulfonyl)oxy]propanoic acid methyl ester COC([C@H](COC(C)(C)C)OS(=O)(=O)C(F)(F)F)=O